2-[4-[3-(2-methoxyethoxy)tetrahydrofuran-3-yl]phenyl]-4,4,5,5-tetramethyl-1,3,2-dioxaborolane COCCOC1(COCC1)C1=CC=C(C=C1)B1OC(C(O1)(C)C)(C)C